(S)-N-(5-Methyl-4-oxo-8-(3-oxa-9-azaspiro[5.5]undecan-9-yl)-2,3,4,5-tetrahydrobenzo[b][1,4]oxazepin-3-yl)-4-phenoxypicolinamid CN1C2=C(OC[C@@H](C1=O)NC(C1=NC=CC(=C1)OC1=CC=CC=C1)=O)C=C(C=C2)N2CCC1(CCOCC1)CC2